ClC1=CC=C(OCC(=O)NC2CCC(CC2)C(=O)NN)C=C1 2-(4-chlorophenoxy)-N-((1r,4r)-4-(hydrazinecarbonyl)cyclohexyl)acetamide